O=C1NC(CCC1N1C(C2=CC=C(C=C2C1)CN1CCN(CC1)[C@@H]1CC[C@H](CC1)CNC1=C(C=C(C=C1)S(=O)(=O)NC(C1=CC=CC=C1)=O)[N+](=O)[O-])=O)=O N-((4-((((trans)-4-(4-((2-(2,6-dioxopiperidin-3-yl)-1-oxoIsoindoline-5-yl)methyl)piperazin-1-yl)cyclohexyl)methyl)amino)-3-nitrophenyl)sulfonyl)benzamide